5-(4-((1-(2-(4-(1,2-bis(4-hydroxyphenyl)but-1-en-1-yl)phenoxy)ethyl)piperidin-4-yl)methyl)-2,6-dimethylpiperazin-1-yl)-2-(2,6-dioxopiperidin-3-yl)isoindoline-1,3-dione OC1=CC=C(C=C1)C(=C(CC)C1=CC=C(C=C1)O)C1=CC=C(OCCN2CCC(CC2)CN2CC(N(C(C2)C)C=2C=C3C(N(C(C3=CC2)=O)C2C(NC(CC2)=O)=O)=O)C)C=C1